FC1=CC=C(C=C1)C1=C(NC(=C1C(=O)OCC)C)C(=O)OCC diethyl 3-(4-fluorophenyl)-5-methyl-1H-pyrrole-2,4-dicarboxylate